N-(8-((4-fluoro-2,6-dimethylbenzyl)amino)-2,3-dimethylimidazo[1,2-a]pyridin-6-yl)acetamide hydrochloride Cl.FC1=CC(=C(CNC=2C=3N(C=C(C2)NC(C)=O)C(=C(N3)C)C)C(=C1)C)C